C(C)(C)(C)P(C1CCCC1)C(C)(C)C di-tert-butyl(cyclopentyl)phosphane